1-(1-hydroxy-1H-pyrazol-4-yl)-3-(4-hydroxystyryl)-2,3-dihydroquinazolin-4(1H)-one ON1N=CC(=C1)N1CN(C(C2=CC=CC=C12)=O)C=CC1=CC=C(C=C1)O